BrI bromo iodide